4-((2s,5r)-5-ethyl-4-(1-(2-fluoro-4-(trifluoromethoxy)phenyl)propyl)-2-methylpiperazin-1-yl)-1-methyl-2-oxo-1,2-dihydropyrido[3,2-d]pyrimidine-6-carbonitrile C(C)[C@H]1N(C[C@@H](N(C1)C=1C2=C(N(C(N1)=O)C)C=CC(=N2)C#N)C)C(CC)C2=C(C=C(C=C2)OC(F)(F)F)F